4-carboxylphenylmaleimide C(=O)(O)C1=CC=C(C=C1)C=1C(=O)NC(C1)=O